(S)-ethyl 8-(2-amino-6-((R)-1-(4-(2,3-dimethyl-2H-indazol-6-yl)phenyl)-2,2,2-trifluoroethoxy)pyrimidin-4-yl)-2,8-diazaspiro[4.5]decane-3-carboxylate NC1=NC(=CC(=N1)N1CCC2(C[C@H](NC2)C(=O)OCC)CC1)O[C@@H](C(F)(F)F)C1=CC=C(C=C1)C=1C=CC2=C(N(N=C2C1)C)C